3-(6-(7-Oxa-4-azaspiro[2.5]octan-4-yl)-1H-pyrazolo[4,3-c]pyridin-3-yl)-2,6-difluoro-5-(trifluoromethyl)phenol C1CC12N(CCOC2)C2=CC1=C(C=N2)C(=NN1)C=1C(=C(C(=C(C1)C(F)(F)F)F)O)F